tert-butyl N-[(3R,4R)-3-methylpiperidin-4-yl]Carbamate hydrochloride salt Cl.C[C@@H]1CNCC[C@H]1NC(OC(C)(C)C)=O